5-chloro-N-((1S,4r)-4-((3-(5-((S)-3-hydroxypyrrolidin-1-yl)pyrazin-2-yl)-2-oxo-2,3-dihydro-1H-benzo[d]imidazol-1-yl)methyl)cyclohexyl)-2-methylnicotinamide ClC=1C=NC(=C(C(=O)NC2CCC(CC2)CN2C(N(C3=C2C=CC=C3)C3=NC=C(N=C3)N3C[C@H](CC3)O)=O)C1)C